4-allyl-1-methyl-3,4-dihydropyrazine fluoride [F-].C(C=C)N1CCN(C=C1)C